ClC=1C=C2C(=NC1)OC(=N2)C2CC1(CC(C1)NC(=O)C=1OC(=CC1)SC)C2 N-[6-(6-chlorooxazolo[5,4-b]pyridin-2-yl)spiro[3.3]heptan-2-yl]-5-methylsulfanyl-furan-2-carboxamide